(R)-5-chloro-N-(1-cyclopropyl-2,2,2-trifluoroethyl)-7-methylpyrazolo[1,5-a]Pyrimidine ClC1=NC=2N(C(=C1)C)N(CC2)[C@@H](C(F)(F)F)C2CC2